5-chloro-N2-(2-methoxy-5-methyl-4-(4-(4-methylpiperazin-1-yl)piperidin-1-yl)phenyl)-N4-(2-((methylsulfonyl)methyl)phenyl)pyrimidine-2,4-diamine ClC=1C(=NC(=NC1)NC1=C(C=C(C(=C1)C)N1CCC(CC1)N1CCN(CC1)C)OC)NC1=C(C=CC=C1)CS(=O)(=O)C